C(C1=CC=CC=C1)O[C@@H](CCOC[C@@H](CN1N=CC(=C1)Br)C)C 1-[(2R)-3-[(3R)-3-benzyloxybutoxy]-2-methyl-propyl]-4-bromo-pyrazole